(5-amino-7-methoxyimidazo[1,2-c]quinazolin-2-yl)(3-(trifluoromethyl)piperidin-1-yl)methanone NC1=NC=2C(=CC=CC2C=2N1C=C(N2)C(=O)N2CC(CCC2)C(F)(F)F)OC